tert-butyl 3-((tert-butyldiphenylsilyl)oxy)-4-formylpiperidine-1-carboxylate [Si](C1=CC=CC=C1)(C1=CC=CC=C1)(C(C)(C)C)OC1CN(CCC1C=O)C(=O)OC(C)(C)C